CN1C[C@H](CC1)NC(=O)C1=NN2C(N=C(C=C2N2CCOCC2)N2N=C(C=C2)C=2C=C(C=CC2)C)=C1 N-[(3S)-1-methylpyrrolidin-3-yl]-7-morpholino-5-[3-(m-tolyl)pyrazol-1-yl]pyrazolo[1,5-a]pyrimidine-2-carboxamide